[Cl-].C(C(C)C)O[Ti+3].[Cl-].[Cl-] Isobutoxytitanium chloride